2,2',7,7'-tetrakis[N,N-di(4-methylphenyl)amino]-9,9'-spirobifluorene CC1=CC=C(C=C1)N(C1=CC=C(C=C1)C)C1=CC=2C3(C4=CC(=CC=C4C2C=C1)N(C1=CC=C(C=C1)C)C1=CC=C(C=C1)C)C1=CC(=CC=C1C=1C=CC(=CC13)N(C1=CC=C(C=C1)C)C1=CC=C(C=C1)C)N(C1=CC=C(C=C1)C)C1=CC=C(C=C1)C